2-(2-hydroxy-3,5-dicumylphenyl)phenyl-benzotriazoleNacetyl-D-fucosamine OC1=C(C=C(C=C1C(C)(C)C1=CC=CC=C1)C(C)(C)C1=CC=CC=C1)C1=C(C=CC=C1)[C@@]1(C(O)(O[C@@H]([C@@H]([C@@H]1O)O)C)C(CN1N=NC2=C1C=CC=C2)=O)N